5-(2,4-Dioxotetrahydropyrimidin-1(2H)-yl)-6-methoxynicotinic acid O=C1N(CCC(N1)=O)C=1C(=NC=C(C(=O)O)C1)OC